FC(COC(=O)N1[C@H]([C@]2(CN(CC(N2)=O)C)CCC1)CO[C@@H]1CC[C@@H](CC1)C1=CC=CC=C1)F |o1:7,8| 2,2-difluoroethyl-rel-(6R,7R)-4-methyl-2-oxo-7-({[(CIS)-4-phenylcyclohexyl]oxy}methyl)-1,4,8-triazaspiro[5.5]undecane-8-carboxylate